16-amino-6-hydroxy-11-[[4-(trifluoromethoxy)phenyl]methyl]-6,14-bis(trifluoromethyl)-18-oxa-3,4,11,17-tetrazatricyclo[11.3.1.12,5]octadeca-1(17),2,4,13,15-pentaen-12-one NC1=CC(=C2C(N(CCCCC(C3=NN=C(C1=N2)O3)(C(F)(F)F)O)CC3=CC=C(C=C3)OC(F)(F)F)=O)C(F)(F)F